N-(4-bromo-2,5-difluorophenyl)-6-chloro-N-(methoxymethyl)-1-(phenylsulfonyl)-1H-indole-3-sulfonamide BrC1=CC(=C(C=C1F)N(S(=O)(=O)C1=CN(C2=CC(=CC=C12)Cl)S(=O)(=O)C1=CC=CC=C1)COC)F